5-[3-benzyloxy-7-[1-(3,3-dimethoxypropyl)pyrazol-4-yl]-1-fluoro-2-naphthyl]-1,1-dioxo-1,2,5-thiadiazolidin-3-one C(C1=CC=CC=C1)OC=1C(=C(C2=CC(=CC=C2C1)C=1C=NN(C1)CCC(OC)OC)F)N1CC(NS1(=O)=O)=O